nickel nitrogen [N].[Ni]